ClC=1C=2C(N=CN1)=NN(C2)C=2C(=NC(=NC2)OC)OC 4-chloro-2-(2,4-dimethoxypyrimidin-5-yl)pyrazolo[3,4-d]pyrimidine